C[Sn](Cl)(Cl)C Dimethyldichlorotin